2-amino-7-methyl-1H-indole-3-carbonitrile NC=1NC2=C(C=CC=C2C1C#N)C